iron-arsenic-antimony compound with sulfur [S].[Sb].[As].[Fe]